C(N)(=O)C1=CC(=C2C=NN(C2=C1)C)C1=NC(=NN1)C1=C(C(=NN1CCC(=O)O)C)F 3-{5-[5-(6-carbamoyl-1-methyl-1H-indazol-4-yl)-1H-1,2,4-triazol-3-yl]-4-fluoro-3-methyl-1H-pyrazol-1-yl}propanoic acid